N-((4-(3-(aminomethyl)pyrrolidin-1-yl)-2-(4-chloro-3-(trifluoromethyl)phenyl)pyrimidin-5-yl)methyl)-1-cyanocyclopropane-1-carboxamide NCC1CN(CC1)C1=NC(=NC=C1CNC(=O)C1(CC1)C#N)C1=CC(=C(C=C1)Cl)C(F)(F)F